Cl.Cl.ClC=1C(=NC=CN1)CN (3-chloropyrazin-2-yl)methanamine 2HCl salt